NCC(C#CC1(CC1)C)O 1-amino-4-(1-methylcyclopropyl)but-3-yn-2-ol